C(CCCCCCCCCCCCCCCCCCCCC)OC(C(=C)C)=O.ClC1=C(C=CC(=C1)F)COC1CN(C1)C(=O)N1CC2(C1)CC(C2)C=2C=NC=C(C2)F [3-[(2-chloro-4-fluoro-phenyl)methoxy]azetidin-1-yl]-[6-(5-fluoro-3-pyridinyl)-2-azaspiro[3.3]heptan-2-yl]methanone behenyl-methacrylate